C1(CC1)CNCC1=CC(=NC(=C1)C(F)(F)F)N1C(C2=CC(=CC=C2C1)C1=C(C=C(C=C1)F)C1=NN=CN1C)=O 2-(4-(((Cyclopropylmethyl)amino)methyl)-6-(trifluoromethyl)pyridin-2-yl)-6-(4-fluoro-2-(4-methyl-4H-1,2,4-triazol-3-yl)phenyl)isoindolin-1-one